(5Z)-2-(1,3-benzothiazol-6-ylamino)-5-(1,3-benzothiazol-6-ylmethylene)-3-methyl-imidazol-4-one S1C=NC2=C1C=C(C=C2)NC2=N\C(\C(N2C)=O)=C/C2=CC1=C(N=CS1)C=C2